NCC1CCC(CC1)NC1=CC(=C(C(=C1)C)C)C N-(4-(aminomethyl)cyclohexyl)-3,4,5-trimethylaniline